2,2'-Bistrifluoromethyl-4,4'-biphenyldicarboxylic acid FC(C1=C(C=CC(=C1)C(=O)O)C1=C(C=C(C=C1)C(=O)O)C(F)(F)F)(F)F